NCC(=O)NC1=CC(=CC=C1)S(NC(CC1=CC(=CC=C1)C(N)=N)C=1SC2=C(N1)C=CC(=C2)OC)(=O)=O 2-amino-N-[3-[[2-(3-carbamimidoylphenyl)-1-(6-methoxy-1,3-benzothiazol-2-yl)ethyl]sulfamoyl]phenyl]acetamide